C1(CC1)C=1C(=C(OC2=C(C=C(N=N2)[C@@H](C)O)C2=NOC[C@H](N2)CC2=C(C=C(C=C2)Cl)Cl)C=CC1)F |r| (1RS)-1-[6-(3-cyclopropyl-2-fluoro-phenoxy)-5-[(5RS)-5-[(2,4-dichlorophenyl)methyl]-5,6-dihydro-4H-1,2,4-oxadiazin-3-yl]pyridazin-3-yl]ethanol